CN(C=1C=C(C=CC1)CCO)C 2-(3-(dimethylamino)phenyl)ethanol